N1N=CC(=C1)S(=O)(=O)N1C2CC(CC1CC2)NC=2C=1C=CC=NC1C=C(N2)NC2=NNC(=C2)C N5-((3-exo)-8-((1H-pyrazol-4-yl)sulfonyl)-8-azabicyclo[3.2.1]octan-3-yl)-N7-(5-methyl-1H-pyrazol-3-yl)-1,6-naphthyridine-5,7-diamine